C(C)(C)(C)OC(=O)N1C[C@@H](N(CC1)C(=O)C1=C(C(=C(C2=CN(N=C12)C)Br)Cl)F)CO (3R)-4-(4-bromo-5-chloro-6-fluoro-2-methyl-2H-indazole-7-carbonyl)-3-(hydroxymethyl)piperazine-1-carboxylic acid tert-butyl ester